C[Si](OCC)(OCC)OCC methyltriethoxysilane